(dimethoxymethyl)-3,4-dihydro-1,8-naphthyridine-1(2H)-carboxamide COC(OC)C1N(C2=NC=CC=C2CC1)C(=O)N